(2s,4r)-4-(benzyloxy)pyrrolidine-1,2-dicarboxylic acid 1-(tert-butyl) 2-methyl ester COC(=O)[C@H]1N(C[C@@H](C1)OCC1=CC=CC=C1)C(=O)OC(C)(C)C